N-allyl-N-(6-chlorohexynyl)-2-naphthalenesulfonamide C(C=C)N(S(=O)(=O)C1=CC2=CC=CC=C2C=C1)C#CCCCCCl